4-chloro-2-(furan-3-yl)pyrimidine ClC1=NC(=NC=C1)C1=COC=C1